[N+](=O)([O-])C1=CC=C(C=C1)CCC(=O)OC(C)(C)C tert-butyl 3-(4-nitrophenyl)propanoate